C(CCCCCCCCCC=C)(=O)OC methyl 11-dodecenoate